Cl.OC1=CC=C(C(=O)OC)C=C1 methyl para-hydroxybenzoate hydrochloride